1-(3-ethylphenyl)-2-methyl-3-(piperidin-1-yl)-1-propanone hydrochloride Cl.C(C)C=1C=C(C=CC1)C(C(CN1CCCCC1)C)=O